F.F.F.C(C)N(CC)CC triethylamine trihydrofluoride salt